C(C)(C)C1CC2CCC1C2 3-exo-isopropylbicyclo[2.2.1]heptan